(R)-2-((2-((4-(methylamino)-6-(pyrrolidin-3-ylamino)-1,3,5-triazin-2-yl)amino)benzo[d]thiazol-6-yl)oxy)ethanol CNC1=NC(=NC(=N1)N[C@H]1CNCC1)NC=1SC2=C(N1)C=CC(=C2)OCCO